2-(2,6-dioxopiperidin-3-yl)-4-fluoro-6-(piperazin-1-yl-2,2,3,3,5,5,6,6-d8)isoindoline-1,3-dione O=C1NC(CCC1N1C(C2=CC(=CC(=C2C1=O)F)N1C(C(NC(C1([2H])[2H])([2H])[2H])([2H])[2H])([2H])[2H])=O)=O